1-(7-(6-chloro-7-(1,6-dimethyl-1H-indazol-7-yl)-2-(3-(dimethylamino)azetidin-1-yl)-8-fluoroquinazolin-4-yl)-2,7-diazaspiro[3.5]nonan-2-yl)prop-2-en-1-one ClC=1C=C2C(=NC(=NC2=C(C1C=1C(=CC=C2C=NN(C12)C)C)F)N1CC(C1)N(C)C)N1CCC2(CN(C2)C(C=C)=O)CC1